N-(3-hydroxypropyl)amine OCCCN